C1(CC1)N(C(OC(C)(C)C)=O)C1CCN(CC1)C1=C2C=NC(=NC2=CC=C1)OC tert-butyl N-cyclopropyl-N-[1-(2-methoxyquinazolin-5-yl)-4-piperidyl]carbamate